FC1(CCN(CC1)C1=NC(=CC(=N1)N)C)F 2-(4,4-difluoropiperidinyl)-6-methylpyrimidin-4-ylamine